1,3-dihydroxypropane-1,2,3-tricarboxylic acid OC(C(C(C(=O)O)O)C(=O)O)C(=O)O